N-trifluoromethyl-pyrrolidine-3-amine FC(NC1CNCC1)(F)F